Phenyl ((R)-5-amino-1-((2S,4R)-2-(((S)-1-(4-ethynylphenyl)ethyl)carbamoyl)-4-hydroxypyrrolidin-1-yl)-3,3-dimethyl-1,5-dioxopentan-2-yl)carbamate NC(CC([C@H](C(=O)N1[C@@H](C[C@H](C1)O)C(N[C@@H](C)C1=CC=C(C=C1)C#C)=O)NC(OC1=CC=CC=C1)=O)(C)C)=O